[O-]S(=O)(=O)C(F)(F)F.C(CCCCCCC)[N+](CCCCCCCC)(CCCCCCCC)CCCCCCCC tetraoctylammonium Triflate